OC1=C(C=CC=C1)C1=CC(=CN=N1)N1CCC(CC1)(C(=O)NC1CCC(CC1)C(=O)N1CCN(CC1)C1=CC=C(C=C1)[C@@H]1C(NC(CC1)=O)=O)C1=CC=CC=C1 |r| 1-[6-(2-HYDROXYPHENYL)PYRIDAZIN-4-YL]-4-PHENYL-N-[(1R*,4R*)-4-(4-{4-[(3RS)-2,6-DIOXOPIPERIDIN-3-YL]PHENYL}PIPERAZINE-1-CARBONYL)CYCLOHEXYL]PIPERIDINE-4-CARBOXAMIDE